C(CCC)OC(CSC(C)(C)SCC(=O)O)=O 2-((2-((2-butoxy-2-oxoethyl)thio)propan-2-yl)thio)acetic acid